C1(=CC=CC=C1)C1(C(NC(N=C1)=O)=O)CC(=O)O 5-phenyl-uracilacetic acid